N1C(=CC=2C=NC=CC21)CNC(CN2C=NC=C(C2=O)NCCCC2=CC=CC=C2)=O 1-(2-(((1H-pyrrolo[3,2-c]pyridine-2-yl)methyl)amino)-2-oxoethyl)-6-oxo-5-((3-phenylpropyl)amino)-1,6-dihydropyrimidin